FC1(CC1)CNC=1N=CC2=C(N1)NC=C2C2=CC=1N(C=C2)N=CC1C(=O)N[C@@H]1CC[C@H](CC1)OC 5-(2-(((1-fluorocyclopropyl)methyl)amino)-7H-pyrrolo[2,3-d]pyrimidin-5-yl)-N-(trans-4-methoxycyclohexyl)pyrazolo[1,5-a]pyridine-3-carboxamide